5-chloro-2-fluoro-3-((1-((6-(1-hydroxyethyl)-2-oxo-1,2-dihydropyridine-3-yl)methyl)-6-oxo-4-(1,1,2,2-tetrafluoroethyl)-1,6-dihydropyrimidin-5-yl)oxy)benzonitrile ClC=1C=C(C(=C(C#N)C1)F)OC1=C(N=CN(C1=O)CC=1C(NC(=CC1)C(C)O)=O)C(C(F)F)(F)F